isopropylphenyl-4-methylphenyliodide tetrakis(pentafluorophenyl)borate FC1=C(C(=C(C(=C1[B-](C1=C(C(=C(C(=C1F)F)F)F)F)(C1=C(C(=C(C(=C1F)F)F)F)F)C1=C(C(=C(C(=C1F)F)F)F)F)F)F)F)F.C(C)(C)C=1C(=C(C=CC1C)I)C1=CC=CC=C1